B1(OO1)O epoxy-boronic acid